C(C1=CC=CC=C1)OC1=C2C=C(N(C2=CC=C1)C1COC1)CCN(C)C 2-(4-(benzyloxy)-1-(oxetan-3-yl)-1H-indol-yl)-N,N-dimethylethan-1-amine